3-{[1-(4-chloro-3-fluorophenyl)-1H-1,2,4-triazol-5-yl]methyl}-1-({1-[(4-methyloxan-4-yl)methyl]-1H-1,2,4-triazol-5-yl}methyl)urea ClC1=C(C=C(C=C1)N1N=CN=C1CNC(NCC1=NC=NN1CC1(CCOCC1)C)=O)F